Inden-1-ol C1(C=CC2=CC=CC=C12)O